Cl.Cl.N[C@H](C(=O)NC1=NC=C(C=C1)C=1C(=NOC1COC)C)C1CCCCCC1 (S)-2-amino-2-cycloheptyl-N-(5-(5-(methoxymethyl)-3-methylisoxazol-4-yl)pyridin-2-yl)acetamide dihydrochloride